ClC=1N=C2C(=NC1)N(C=C2C2=NC(=C(C(=N2)NC2C(C1CCC2CC1)C(=O)OC)F)C1=CC=CC=C1)C(C1=CC=CC=C1)(C1=CC=CC=C1)C1=CC=CC=C1 trans-methyl 3-((2-(2-chloro-5-trityl-5H-pyrrolo[2,3-b]pyrazin-7-yl)-5-fluoro-6-phenylpyrimidin-4-yl)amino)bicyclo[2.2.2]octane-2-carboxylate